CC(CC=1SC=CN1)C 2-(2-methylpropyl)-thiazole